(E)-7-(ethoxycarbonyl)non-6-enoic acid C(C)OC(=O)/C(=C/CCCCC(=O)O)/CC